4-((S)-5-(3-cyano-5-fluorophenyl)-4,5-dihydro-1H-pyrazole-1-carbonyl)-3,5-dimethylpiperazine-1-carboxylic acid tert-butyl ester C(C)(C)(C)OC(=O)N1CC(N(C(C1)C)C(=O)N1N=CC[C@H]1C1=CC(=CC(=C1)F)C#N)C